2-(methylsulfonamido)-N-(5-nitrothiazol-2-yl)benzamide CS(=O)(=O)NC1=C(C(=O)NC=2SC(=CN2)[N+](=O)[O-])C=CC=C1